ethyl 3,4-dihydro-2H-pyrrol-1-ium-2-carboxylate [NH+]=1C(CCC1)C(=O)OCC